tert-butyl 4-(aminomethyl)-4-hydroxy-2-methylpyrrolidine-1-carboxylate NCC1(CC(N(C1)C(=O)OC(C)(C)C)C)O